7-cyclobutyl-2-hydroxy-4-methylquinoline-3-carboxylic acid C1(CCC1)C1=CC=C2C(=C(C(=NC2=C1)O)C(=O)O)C